The molecule is an aralkylamino compound that is histamine bearing a methyl substituent at the alpha-position. It has a role as a H3-receptor agonist and an animal metabolite. It is an aralkylamino compound and a member of imidazoles. It derives from a histamine. CC(CC1=CN=CN1)N